ClC=1N=C2C(=C(C=NC2=CC1)C(=O)OCC)O ethyl 6-chloro-4-hydroxy-1,5-naphthyridine-3-carboxylate